OC1=CC=C(C=C1)CCC(C)=O 4-(para-hydroxyphenyl)-butan-2-one